2-methyl-1,4-butanedithiol CC(CS)CCS